N'-[4-(4,6-dimethyl-1H-benzimidazol-2-yl)-phenyl]-N,N-dimethyl-ethane-1,2-diamine CC1=CC(=CC=2NC(=NC21)C2=CC=C(C=C2)NCCN(C)C)C